2-[(3R)-1-[(2R)-2-[[4-[2-(dimethylamino)phenyl]-7-quinolyl]oxy]propanoyl]-3-piperidyl]acetic acid CN(C1=C(C=CC=C1)C1=CC=NC2=CC(=CC=C12)O[C@@H](C(=O)N1C[C@H](CCC1)CC(=O)O)C)C